ClC=1C=C(C=C2C(=C(C=NC12)C#N)NCC(C)(C)C)N[C@H](C=1N=NN(C1)C1(CC1)C(F)(F)F)C=1C(=NC(=CC1)F)C (S)-8-chloro-6-(((6-fluoro-2-methylpyridin-3-yl)(1-(1-(trifluoromethyl)cyclopropyl)-1H-1,2,3-triazol-4-yl)methyl)amino)-4-(neopentylamino)quinoline-3-carbonitrile